2C-E-(2,5-Dimethoxy-4-ethylphenethylamine) COC1=C(CCN)C=C(C(=C1)CC)OC